N[C@@H]1CN(CC[C@H]1F)C1=NC2=C(N1CC(=O)N1CCC(CC1)(C#N)COC)C=C(C(=C2)F)F 1-(2-(2-((3R,4R)-3-amino-4-fluoropiperidin-1-yl)-5,6-difluoro-1H-benzo[d]imidazol-1-yl)acetyl)-4-(methoxymethyl)piperidine-4-carbonitrile